N1C=[NH+]C=C1.NC(=[NH2+])N guanidinium, imidazolium salt